bis(4-hydroxyphenyl)(4-chlorophenyl)methane OC1=CC=C(C=C1)C(C1=CC=C(C=C1)Cl)C1=CC=C(C=C1)O